C1(CC1)NC(C1=C(C=C(C=C1C)C1=CN=C2N1C=CC(=C2)F)OC(F)F)=O N-cyclopropyl-2-(difluoromethoxy)-4-(7-fluoroimidazo[1,2-a]pyridin-3-yl)-6-methyl-benzamide